CCCCCCCC/C=C\\CCCCCCCCCCCCCC(=O)O The molecule is a tetracosenoic acid having a cis-double bond at position 15. It is a conjugate acid of a (15Z)-tetracosenoate.